(R or S)-2-(4-((S or R)-1-(((R)-((R)-8-cyano-1,2,3,4-tetrahydroquinoxalin-2-yl)(phenyl)methyl)amino)propan-2-yl)phenyl)propanoic acid C(#N)C=1C=CC=C2NC[C@@H](NC12)[C@@H](C1=CC=CC=C1)NC[C@@H](C)C1=CC=C(C=C1)[C@H](C(=O)O)C |o1:21,29|